boron phosphonium salt [PH4+].[B+3]